(2S)-3-methoxy-N-(3-{2-[(3-methoxy-1-methyl-1H-pyrazol-4-yl)amino]-5-methylpyrimidin-4-yl}-1H-indol-7-yl)-2-(4-methylpiperazin-1-yl)propanamide COC[C@@H](C(=O)NC=1C=CC=C2C(=CNC12)C1=NC(=NC=C1C)NC=1C(=NN(C1)C)OC)N1CCN(CC1)C